CS(=O)(=O)CC=1C=NC=C(C1)C1=NN=C(N1)C(F)(F)F 3-(methanesulfonylmethyl)-5-[5-(trifluoromethyl)-4H-1,2,4-triazol-3-yl]pyridine